F[B-](F)(F)F.F[B-](F)(F)F.NCC[PH+](C(C)(C)C)C(C)(C)C.NCC[PH+](C(C)(C)C)C(C)(C)C (2-aminoethyl)di-tert-butylphosphonium bis(tetrafluoroborate)